Cl.FC(CS(=O)(=O)NC1=C(C(=C(C=C1F)OC1=NC=CC=C1C1=NC(=NC=C1)N[C@@H]1CNC[C@H](C1)F)F)F)(F)F 2,2,2-trifluoro-N-(2,3,6-trifluoro-4-((3-(2-(((3S,5S)-5-fluoropiperidin-3-yl)amino)pyrimidin-4-yl)pyridin-2-yl)oxy)phenyl)ethane-1-sulfonamide hydrochloride